(R)-1-(5-((5-chloro-8-(4-methylpyridin-3-yl)quinazolin-2-yl)amino)-2-(tetrahydro-2H-pyran-4-yl)benzyl)pyrrolidin-3-ol ClC1=C2C=NC(=NC2=C(C=C1)C=1C=NC=CC1C)NC=1C=CC(=C(CN2C[C@@H](CC2)O)C1)C1CCOCC1